(2-(but-3-yn-1-yl)-4-formyl-5-hydroxy-6-methylpyridin-3-yl)methyl phosphate P(=O)(OCC=1C(=NC(=C(C1C=O)O)C)CCC#C)([O-])[O-]